ClC=1C=NN(C1C(=O)NC1=NC=C(C=C1C)C#CC1=CC=C(C=C1)F)CCN1CCN(CC1)C(=O)C1CC1 4-chloro-1-(2-(4-(cyclopropanecarbonyl)piperazin-1-yl)ethyl)-N-(5-((4-fluorophenyl)ethynyl)-3-methylpyridin-2-yl)-1H-pyrazole-5-carboxamide